5-(4-bromophenyl)piperidine BrC1=CC=C(C=C1)C1CCCNC1